C(C)(=O)OCC(C(CC\C=C(\CCC=C(C)C)/C)=C)Cl (E)-2-chloro-7,11-dimethyl-3-methylenedodeca-6,10-dien-1-yl acetate